BrN1C(N2C3=C(C=CC=C3C13C(N(C1=CC=CC=C13)C)=O)C(=C2C#C[Si](C(C)C)(C(C)C)C(C)C)C)=O bromo-1,6'-dimethyl-5'-((triisopropylsilyl)ethynyl)spiro[indoline-3,1'-pyrrolo[3,2,1-ij]quinazoline]-2,3'(2'H)-dione